C(C1=CC=CC=C1)N1C(C(=CC(=C1)C(=O)N[C@@H]1[C@H](C1)CO)C(=O)NC)=O 1-benzyl-N5-((1S,2S)-2-(hydroxymethyl)cycloPropyl)-N3-methyl-2-oxo-1,2-Dihydropyridine-3,5-dicarboxylic acid diamide